4-(1,1-dioxo-1,2-thiazolidin-2-yl)aniline O=S1(N(CCC1)C1=CC=C(N)C=C1)=O